FC(CN1N=CC(=C1C)S(=O)(=O)N1N=C2C(=C1)CN(C2)C([C@H](CO)C2=CC=CC=C2)=O)F (2S)-1-(2-{[1-[2,2-difluoroethyl]-5-methyl-1H-pyrazol-4-yl]sulfonyl}-2H,4H,5H,6H-pyrrolo[3,4-c]pyrazol-5-yl)-3-hydroxy-2-phenylpropan-1-one